O1C(=CC(=C1)C(=O)[O-])C(=O)[O-] furan-2,4-dicarboxylate